4,4'-bis(9-ethyl-3-carbazolylethyl)-1,1'-biphenyl C(C)N1C2=CC=CC=C2C=2C=C(C=CC12)CCC1=CC=C(C=C1)C1=CC=C(C=C1)CCC=1C=CC=2N(C3=CC=CC=C3C2C1)CC